(E)-1-(3,5-Dihydroxyphenyl)-2-(cyclohexyl)ethene OC=1C=C(C=C(C1)O)\C=C\C1CCCCC1